NC1=C(SC2=NC(=CC=C21)C)C(=O)N[C@H]2COC1=C(C2)C=CC(=C1)N1C[C@@H]([C@H](C1)OCC)N 3-amino-N-[(3R)-7-[(3S,4S)-3-amino-4-ethoxypyrrolidin-1-yl]-3,4-dihydro-2H-1-benzopyran-3-yl]-6-methylthieno[2,3-b]pyridine-2-carboxamide